CC1=CC=CC(=N1)CN1CCN(CCCN(CCN(CCC1)CC(=O)O)CC(=O)O)CC(=O)O 2,2',2''-(11-((6-methylpyridin-2-yl)methyl)-1,4,8,11-tetraazacyclotetradec-1,4,8-triyl)triacetic acid